N1-(2-(azepan-1-yl)phenyl)-N4,N4-dimethylbenzene-1,4-disulfonamide N1(CCCCCC1)C1=C(C=CC=C1)NS(=O)(=O)C1=CC=C(C=C1)S(=O)(=O)N(C)C